CC1=NC(=CC(=N1)NC1=NN2C(C=C(C=C2)C2=CC(=NC=C2OC[C@@H]2NS(CC2)(=O)=O)C)=C1)C |r| (rac)-N-(2,6-dimethylpyrimidin-4-yl)-5-[5-[(1,1-dioxo-1,2-thiazolidin-3-yl)methoxy]-2-methyl-4-pyridyl]pyrazolo[1,5-a]pyridin-2-amine